6-((6-aminohexyl)oxy)-N-((S)-1-((2S,4R)-4-hydroxy-2-((4-(4-methylthiazol-5-yl)benzyl)carbamoyl)pyrrolidin-1-yl)-3,3-dimethyl-1-oxobutan-2-yl)nicotinamide NCCCCCCOC1=NC=C(C(=O)N[C@H](C(=O)N2[C@@H](C[C@H](C2)O)C(NCC2=CC=C(C=C2)C2=C(N=CS2)C)=O)C(C)(C)C)C=C1